S.[NH4+] ammonium hydrogensulfide